FC=1C=C(C=CC1)N1CCC(=CC1)C=1C2=C(N=CN1)NC1=C2CN(CC1)C N-(3-Fluorophenyl)-4-(6-methyl-6,7,8,9-tetrahydro-5H-pyrido[3',4':4,5]pyrrolo[2,3-d]pyrimidin-4-yl)-3,6-dihydropyridine